C12CN(CC(CC1)O2)CCCCN 4-(8-oxa-3-azabicyclo[3.2.1]oct-3-yl)butan-1-amine